dimethyl-3a,6a-dihydro-4H-cyclopenta[d][1,3]dioxol CC12OCOC1(CC=C2)C